BrC=1C(=C2CC[C@]3(C2=CC1)NCNC3)F |r| rac-5'-bromo-4'-fluoro-2',3'-dihydrospiro[imidazolidine-4,1'-indene]